C1=C(C=CC=2C3=CC=CC=C3CC12)CONC([O-])=O 2-fluorenylmethyloxycarbamate